methyl 5-acetamido-4,7,8,9-tetra-O-acetyl-3,5-dideoxy-2-O-(2,2,2-trifluoro-N-phenylethanimidoyl)-D-glycero-β-D-galacto-non-2-ulopyranosonate C(C)(=O)N[C@@H]1[C@H](C[C@](C(=O)OC)(OC(C(F)(F)F)=NC2=CC=CC=C2)O[C@H]1[C@H](OC(C)=O)[C@H](OC(C)=O)COC(C)=O)OC(C)=O